C(C)C1=C(C(=O)O)C=CC(=C1)N(C)C.CN(C1=CC=C(C(=O)OCC)C=C1)C ethyl 4-dimethylaminobenzoate (ethyl-4-dimethylaminobenzoate)